2-amino-2-ethyl-N-(3-fluoropropyl)butanamide hydrochloride Cl.NC(C(=O)NCCCF)(CC)CC